(1S,1'S)-(+)-(9,9-Dimethyl-9H-xanthene-4,5-diyl)bis((2-methylphenyl)(phenyl)phosphine) CC1(C2=CC=CC(=C2OC=2C(=CC=CC12)P(C1=CC=CC=C1)C1=C(C=CC=C1)C)P(C1=CC=CC=C1)C1=C(C=CC=C1)C)C